ClC1=C(C=CC=C1NC1=NC=CC=2C1=NC=CN2)C=2C(=C(C=CC2)C2=CC(=C(C(=C2)OC)CNC[C@@H]2CCC(N2)=O)F)C (S)-5-((((2''-chloro-3-fluoro-5-methoxy-2'-methyl-3''-(pyrido[3,4-b]pyrazin-5-ylamino)-[1,1':3',1''-terphenyl]-4-yl)methyl)amino)methyl)pyrrolidin-2-one